BrC=1C(=CSC1)C1=CSC=C1Br 4,4'-dibromo-3,3'-bithiophene